C1(CC1)NC(C1=C(C=C(C=C1OC)C1=CN=C2N1C=CC(=C2)C2N(CC2)C)OC(F)F)=O N-cyclopropyl-2-(difluoromethoxy)-6-methoxy-4-[7-(1-methylazetidin-2-yl)imidazo[1,2-a]pyridin-3-yl]benzamide